NC1=C(C=C(C=C1Br)Br)CNC1CCC(CC1)O 4-[(2-amino-3,5-dibromophenyl)methylamino]cyclohexan-1-ol